2,3-dihydropyridazine-4-carbaldehyde N=1NCC(=CC1)C=O